pentaerythritol diphosphite distearate C(CCCCCCCCCCCCCCCCC)(=O)O.C(CCCCCCCCCCCCCCCCC)(=O)O.OP(O)OP(O)O.OCC(CO)(CO)CO